N(=[N+]=[N-])CCC1=C(NC2=CC(=CC(=C12)Cl)Cl)C 3-(2-azidoethyl)-4,6-dichloro-2-methyl-1H-indole